1-(9Z-pentadecenoyl)-2-(9Z-tetradecenoyl)-glycero-3-phosphoserine CCCCC/C=C\CCCCCCCC(=O)OC[C@H](COP(=O)(O)OC[C@@H](C(=O)O)N)OC(=O)CCCCCCC/C=C\CCCC